(6-fluoroquinolin-4-yl)cyclohexane-1-carboxylic acid methyl ester COC(=O)C1(CCCCC1)C1=CC=NC2=CC=C(C=C12)F